2-[4-(2,3-dihydro-1H-inden-4-yl)-2,6-bis(propan-2-yl)phenyl]-N-{4-[(dimethylamino)methyl]benzene-sulfonyl}acetamide C1CCC2=C(C=CC=C12)C1=CC(=C(C(=C1)C(C)C)CC(=O)NS(=O)(=O)C1=CC=C(C=C1)CN(C)C)C(C)C